3-(m-chlorophenyl)-4-methoxybenzaldehyde ClC=1C=C(C=CC1)C=1C=C(C=O)C=CC1OC